FC(C=1C=C(C=CC1N1N=CC=N1)NC(=O)C=1C=NN(C1C(F)(F)F)C1=CN=C2C3=C(C=CC=C13)C(N2)=C=O)F N-(3-(Difluoromethyl)-4-(2H-1,2,3-triazol-2-yl)phenyl)-1-(2-carbonyl-1,2-dihydropyrrolo[4,3,2-ij]Isoquinolin-6-yl)-5-(trifluoromethyl)-1H-pyrazole-4-carboxamide